[N+](=O)([O-])N=C1N=CNN1 5-nitroimino-1H-1,2,4-triazole